6-(5-chloro-2-(4-cyclopropyl-1H-1,2,3-triazol-1-yl)phenyl)pyrimidin-4-ol hydrobromide Br.ClC=1C=CC(=C(C1)C1=CC(=NC=N1)O)N1N=NC(=C1)C1CC1